O=C1C=2N(C(=NN1)C=O)C1=C(C2)SC=C1 8-oxo-7,8-dihydrothieno[2',3':4,5]pyrrolo[1,2-d][1,2,4]triazine-5-carbaldehyde